N=1N(N=C2C1C=CC=C2)C2=C(C(=CC(=C2)C(CC(C)(C)C)(C)C)C(C)C2=CC(=CC=C2)CC)O 2-(2H-Benzotriazol-2-yl)-6-(l-m-ethyl-1-phenylethyl)-4-(1,1,3,3-tetramethylbutyl)phenol